CN1C(=NN=C1)CC1(COC1)C=1C=C(C=CC1)N1CC2=C(C=C(C=C2C1=O)C=O)C(F)(F)F 2-(3-(3-((4-methyl-4H-1,2,4-triazol-3-yl)methyl)oxetan-3-yl)phenyl)-3-oxo-7-(trifluoromethyl)-isoindoline-5-carbaldehyde